FC1=C(C(=CC2=CC=C(C=C12)OCCC(C)(C)OC)O)N1CC(NS1(=O)=O)=O 5-[1-fluoro-3-hydroxy-7-(3-methoxy-3-methylbutoxy)naphthalen-2-yl]-1λ6,2,5-thiadiazolidine-1,1,3-trione